C(C(C)(C)C)(=O)OCCCC(C)C isohexyl neopentanoate